N[C@H](C(=O)N1[C@@H](C[C@H](C1)O)C(=O)N[C@@H](C)C1=CC=C(C=C1)C1=C(C=CC=C1)C)C(C)(C)C (2S,4R)-1-((S)-2-amino-3,3-dimethylbutanoyl)-4-hydroxy-N-((S)-1-(2'-methyl-[1,1'-biphenyl]-4-yl)ethyl)pyrrolidine-2-carboxamide